C(C1=CC=CC=C1)[N+]=1[N-]OC(C1)=O benzyl-sydnone